3-((2-methyl-8-nitroquinolin-3-yl)amino)propanoic acid CC1=NC2=C(C=CC=C2C=C1NCCC(=O)O)[N+](=O)[O-]